(S)-(-)-N-benzyl-1-phenyl-ethylamine C(C1=CC=CC=C1)N[C@@H](C)C1=CC=CC=C1